isodecyl-diisooctyl-1,2,4-benzenetricarboxylic acid C(CCCCCCC(C)C)C=1C(=C(C(=C(C1C(=O)O)C(=O)O)CCCCCC(C)C)C(=O)O)CCCCCC(C)C